P(=O)(O)(O)OC[C@H]([C@@H](C(C)=O)O)O D-1-deoxyxylulose 5-phosphate